5-chloro-N-(6-ethoxy-2-methyl-indazol-5-yl)pyrazine-2-carboxamide ClC=1N=CC(=NC1)C(=O)NC1=CC2=CN(N=C2C=C1OCC)C